(2s)-tert-butyl 2-((tert-butoxy carbonyl)amino)-4-((3-cyclohexyl-4,4,4-trifluoro-3-hydroxybutyl)thio)butanoate C(C)(C)(C)OC(=O)N[C@H](C(=O)OC(C)(C)C)CCSCCC(C(F)(F)F)(O)C1CCCCC1